C1COCCN1CCOCCN2CCOCC2 2,2-dimorpholinyldiethyl ether